8-((2S,4R,5S)-2,5-Dimethyl-4-(p-tolyloxy)piperidin-1-yl)-5-methyl-6-oxo-5,6-dihydro-1,5-naphthyridin-2-carbonitril C[C@@H]1N(C[C@@H]([C@@H](C1)OC1=CC=C(C=C1)C)C)C1=CC(N(C=2C=CC(=NC12)C#N)C)=O